C12(CC(C1)C2)C2=C(OC1=C(C=C(C=C1)C1C=3C(NC(C1)=O)=NNC3)OC)C=CC=C2 4-[4-(2-{bicyclo[1.1.1]pentan-1-yl}phenoxy)-3-methoxyphenyl]-2H,4H,5H,6H,7H-pyrazolo[3,4-b]pyridin-6-one